C(#N)C=1C=NNC1 4-cyanopyrazole